(±)-2-((E)-1-hydroxy-3-phenylallyl)-3-oxo-8-azabicyclo[3.2.1]octane-8-carboxylic acid tert-butyl ester C(C)(C)(C)OC(=O)N1C2C(C(CC1CC2)=O)C(\C=C\C2=CC=CC=C2)O